2-(2-((6-chlorohexyl)oxy)ethoxy)-N-(3-(2,6-dioxopiperidin-3-yl)phenyl)acetamide ClCCCCCCOCCOCC(=O)NC1=CC(=CC=C1)C1C(NC(CC1)=O)=O